6-(hexyloxy)-3-isopropylimidazo[1,2-a]pyridine C(CCCCC)OC=1C=CC=2N(C1)C(=CN2)C(C)C